CS(=O)(=O)C=1C=CC2=C(O[C@H](CO2)COC2=CC=C(C=C2)[C@H](CC(=O)OC)C#CC)C1 methyl (S)-3-(4-(((S)-7-(methylsulfonyl)-2,3-dihydrobenzo[b][1,4]dioxin-2-yl) methoxy) phenyl)-4-hexynoate